CC=1C(=C(C=C(C1)C(F)(F)F)O)C=1C=CC=2C(N1)=NN(C2)C[C@@H]2CNCC2 3-methyl-2-[2-[[(3S)-pyrrolidin-3-yl]methyl]pyrazolo[3,4-b]pyridin-6-yl]-5-(trifluoromethyl)phenol